(2R)-2-[[9-isopropyl-6-(N-methylanilino)purin-2-yl]amino]butan-1-ol benzyl-o-toluate C(C1=CC=CC=C1)C1=C(C(=CC=C1)C)C(=O)OC[C@@H](CC)NC1=NC(=C2N=CN(C2=N1)C(C)C)N(C1=CC=CC=C1)C